FC1=CC2=C3C=4NC(N3C1=NC(=C2C(=O)N)O[C@@H](CCOC=CN4)C)=O (R)-4-fluoro-9-methyl-2-oxo-1,2,10,11-tetrahydro-9H-8,12-dioxa-1,2a,15,16-tetraaza-3,7-(metheno)cyclotrideca[cd]indene-6-carboxamide